γ-aminopropylmethyl-Dimethoxysilane NCCC[Si](OC)(OC)C